7-[3-(3-hydroxypropoxy)azetidin-1-yl]-5-methyl-4-oxo-1-(1,3-thiazol-2-yl)-1,4-dihydro-1,8-naphthyridine-3-carboxylic acid ethyl ester C(C)OC(=O)C1=CN(C2=NC(=CC(=C2C1=O)C)N1CC(C1)OCCCO)C=1SC=CN1